CN(CCC(=O)N1CC2CCC(C1)N2C2=CC=C(C=N2)C#N)CC2=CC=CC=1N2N=CN1 6-(3-{3-[methyl({[1,2,4]triazolo[1,5-a]pyridin-5-yl}methyl)amino]propanoyl}-3,8-diazabicyclo[3.2.1]octan-8-yl)pyridine-3-carbonitrile